methyl 6,7-dimethyl-1H-benzo[d]imidazole-2-carboxylate CC=1C=CC2=C(NC(=N2)C(=O)OC)C1C